methyl 4-amino-3-((1s,4s)-4-methoxycyclohexyl)-1-methyl-1H-pyrazole-5-carboxylate NC=1C(=NN(C1C(=O)OC)C)C1CCC(CC1)OC